4-[6-(4-chloro-2-methyl-phenyl)-4-cyano-3-hydroxy-pyridin-2-yl]-4-oxo-butyric acid ethyl ester C(C)OC(CCC(=O)C1=NC(=CC(=C1O)C#N)C1=C(C=C(C=C1)Cl)C)=O